S1C(=NC2=C1C=CC=C2)C2=C(SC1=C2CN(CC1)C(=O)OC(C)(C)C)NC(=O)C1CC(C1)NC(C)C tert-butyl 3-(benzo[d]thiazol-2-yl)-2-(3-(isopropylamino)cyclobutane-1-carboxamido)-6,7-dihydrothieno[3,2-c]pyridine-5(4H)-carboxylate